1-(4-{2-[1-(2-[1,2,4]Triazol-1-yl-ethyl)-1H-pyrazol-4-ylamino]-thiazol-4-yl}-phenyl)-imidazolidin-2-one N1(N=CN=C1)CCN1N=CC(=C1)NC=1SC=C(N1)C1=CC=C(C=C1)N1C(NCC1)=O